[Cl-].[Zn+2].[Cl-] zinc chloride